Butadienyl-Styrol C(=CC=C)C=CC1=CC=CC=C1